3-chloro-6-(2,4-dimethoxypyrimidin-5-yl)-4-((1S,2S)-2-((S)-1-fluoroethyl)cyclopropyl)pyridine ClC=1C=NC(=CC1[C@@H]1[C@H](C1)[C@H](C)F)C=1C(=NC(=NC1)OC)OC